C(#N)C1=CC=C(C(=O)NC(=O)C=2NC=C(C2)C(C2=CC=C(C=C2)C#N)=O)C=C1 N-(4-cyanobenzoyl)-4-(4-cyanobenzoyl)-1H-pyrrole-2-carboxamide